C1(CC1)CNC1=C(C=C(C=C1)S(=O)(=O)C)C1=CN(C(C2=CC=CC=C12)=O)C 4-[2-(cyclopropylmethylamino)-5-methylsulfonylphenyl]-2-methylisoquinolin-1-one